CN1C[C@H]2[C@@H](CC1)N(CC2)C=2SC1=C(N=NC(=C1)C1=C(C=C(C=C1)C=1C=NNC1)O)N2 2-{6-[(3as,7ar)-5-methyl-octahydro-1H-pyrrolo[3,2-c]pyridin-1-yl][1,3]thiazolo[4,5-c]pyridazin-3-yl}-5-(1H-pyrazol-4-yl)phenol